CO[Sn]OC dimethoxytin